Trihexyl(tetradecyl)phospholium C(CCCCC)C=1C(=C([PH+](C1)CCCCCCCCCCCCCC)CCCCCC)CCCCCC